5-chloro-1H-indene-1,2(3H)-dione ClC=1C=C2CC(C(C2=CC1)=O)=O